FC=1C=C2C=C(C=C(C2=CC1)OCCCC1=C(N(C2=CC=CC=C12)C)C(=O)[O-])SCC1=CC=C(C=C1)OC 3-(3-((6-fluoro-3-((4-methoxybenzyl) thio) naphthalen-1-yl) oxy) propyl)-1-methyl-1H-indole-2-carboxylate